COCOC1=C(C(=CC(=C1)C(F)(F)F)C)C1=CC2=C(N=N1)N(C=C2)[C@@H]2[C@@H]([C@@](C2)(O)C)C |o1:24,25,26| (1R*,2S*,3S*)-3-{3-[2-(methoxymethoxy)-6-methyl-4-(trifluoromethyl)phenyl]-7H-pyrrolo[2,3-c]pyridazin-7-yl}-1,2-dimethylcyclobutanol